Benzyl (8-(3-iodo-1-(tetrahydro-2H-pyran-2-yl)-1H-pyrazolo[3,4-b]pyrazin-6-yl)-8-azaspiro[4.5]decan-1-yl)carbamate IC1=NN(C2=NC(=CN=C21)N2CCC1(CCCC1NC(OCC1=CC=CC=C1)=O)CC2)C2OCCCC2